18-chloro-5-(2,6-dimethylphenyl)-9,9-dioxo-2-oxa-9λ6-thia-6,8,15,23-tetrazatetracyclo[15.3.1.13,7.110,14]tricosa-1(21),3,5,7(23),10(22),11,13,17,19-nonaen-16-one ClC1=C2C(NC3=CC=CC(S(NC=4N=C(C=C(OC(C=C1)=C2)N4)C4=C(C=CC=C4C)C)(=O)=O)=C3)=O